5-chloroimidazo[1,5-a]pyridine-8-carbaldehyde ClC1=CC=C(C=2N1C=NC2)C=O